NC=1C(=NC=C(N1)C12C(C3(CCNCC3)CC2C1)N)SC1=C2C(CN(C2=CC=C1)C(C)=O)(F)F 1-(4-((3-amino-5-(2-aminospiro[bicyclo[3.1.0]hexane-3,4'-piperidin]-1-yl)pyrazin-2-yl)thio)-3,3-difluoro-indolin-1-yl)ethan-1-one